1,5-naphthyridine-2-carbonitrile N1=C(C=CC2=NC=CC=C12)C#N